NC1=C2N=CN(C2=NC=N1)C(C)(OCC1=C(OOP(=O)(O)Cl)C=CC=C1)C ((((R)-1-(6-amino-9H-purin-9-yl)-1-methyl-ethoxy)methyl)phenoxy)phosphonochloride